2,6-Dichloro-3-{[(2,2-dimethylpropionyl)amino]methyl}-N-{1-[5-(trifluoromethyl)pyridin-3-yl]-1H-indazol-4-yl}benzamide ClC1=C(C(=O)NC2=C3C=NN(C3=CC=C2)C=2C=NC=C(C2)C(F)(F)F)C(=CC=C1CNC(C(C)(C)C)=O)Cl